(Z)-2-(9-ethyl-9H-carbazol-4-ylmethylene)benzofuran-3(2H)-one C(C)N1C2=CC=CC=C2C=2C(=CC=CC12)\C=C\1/OC2=C(C1=O)C=CC=C2